BrC=1C=C2C(=NN(C2=CC1F)C)C=1C=NN(C1)C 5-bromo-6-fluoro-1-methyl-3-(1-methyl-1H-pyrazol-4-yl)-1H-indazole